5-((1S,4S)-5-isopropyl-2,5-diazabicyclo[2.2.1]hept-2-yl)-2-(5-(8-methoxy-[1,2,4]triazolo[1,5-a]pyridin-6-yl)-4-(2,2,2-trifluoroethyl)-1H-pyrazol-3-yl)-4-methylthiazole C(C)(C)N1[C@@H]2CN([C@H](C1)C2)C2=C(N=C(S2)C2=NNC(=C2CC(F)(F)F)C=2C=C(C=1N(C2)N=CN1)OC)C